Benzyl ((4-(aminomethyl)phenyl)(imino)methyl)carbamate hydrochloride Cl.NCC1=CC=C(C=C1)C(=N)NC(OCC1=CC=CC=C1)=O